2-chloro-p-azidobenzoic acid ClC1=C(C(=O)O)C=CC(=C1)N=[N+]=[N-]